C1(=CC=CC=C1)CNCC1=CC(=NC=C1)N1CCCCC1 1-phenyl-N-[[2-(1-piperidyl)-4-pyridyl]methyl]methanamine